COCC(C)(C)C1N(CCNC1)C1=CC(N(C=C1)C)=O 4-(1-methoxy-2-methylpropan-2-yl-piperazin-1-yl)-1-methylpyridin-2(1H)-one